COC1=CC=C(CN2C(OC(C2)=CC(C2=CC=CC=C2)=O)=O)C=C1 3-(4-methoxybenzyl)-5-((benzoyl)methylene)oxazolidin-2-one